5-iodo-2H-pyrone IC=1C=CC(OC1)=O